C(CC(C)C)(O)O Isopentanediol